COCOC1=NN2C(C=CC(=C2)N2CCOCC2)=C1 4-[2-(methoxymethoxy)pyrazolo[1,5-a]pyridin-6-yl]morpholine